4-(((3S,4R)-1-((5-chloropyridin-2-yl)sulfonyl)-4-hydroxy-4-(hydroxymethyl)pyrrolidin-3-yl)oxy)-2-fluoro-5-(2,2,2-trifluoroethoxy)benzonitrile ClC=1C=CC(=NC1)S(=O)(=O)N1C[C@@H]([C@@](C1)(CO)O)OC1=CC(=C(C#N)C=C1OCC(F)(F)F)F